cis-N1-(5-(1-(3,3-difluorocyclobutyl)-2-methyl-1H-imidazo[4,5-b]pyridin-6-yl)pyrrolo[2,1-f][1,2,4]triazin-2-yl)cyclobutane-1,3-diamine FC1(CC(C1)N1C(=NC2=NC=C(C=C21)C=2C=CN1N=C(N=CC12)N[C@@H]1C[C@@H](C1)N)C)F